epsilon-Boc-D-lysine C(=O)(OC(C)(C)C)C(CCC[C@@H](N)C(=O)O)N